disodium 2,4,5,6-tetrachloroisophthalonitrile ClC1=C(C#N)C(=C(C(=C1C#N)Cl)Cl)Cl.[Na].[Na]